(2,2,2-trifluoroethyl) (methyl) carbonate C(OCC(F)(F)F)(OC)=O